(2R)-1-[4-(adamantan-1-yl)phenoxy]-3-(4-methylpiperidin-1-yl)propan-2-ol C12(CC3CC(CC(C1)C3)C2)C2=CC=C(OC[C@@H](CN3CCC(CC3)C)O)C=C2